(1-octyl-1H-1,2,4-triazol-3-yl)methanol C(CCCCCCC)N1N=C(N=C1)CO